Alpha-Farnesene CC(C)=CCC\C(\C)=C\C\C=C(/C)\C=C